ClC1=CC=C2NC=3CC(CC(C3C(C2=C1)=O)=O)C1=C(C=C(C=C1)C)C 7-chloro-3-(2,4-dimethylphenyl)-3,4-dihydroacridine-1,9(2H,10H)-dione